1-(tert-butyl)-N-(2-methyl-4-(3-(3-(methylamino)piperidin-1-yl)pyridin-4-yl)benzyl)-1H-pyrazole-4-carboxamide hydrochloride Cl.C(C)(C)(C)N1N=CC(=C1)C(=O)NCC1=C(C=C(C=C1)C1=C(C=NC=C1)N1CC(CCC1)NC)C